(2,5-diisopropoxy-4-methoxyphenyl)(5-isopropoxybenzo[d]thiazol-2-yl)methanol C(C)(C)OC1=C(C=C(C(=C1)OC)OC(C)C)C(O)C=1SC2=C(N1)C=C(C=C2)OC(C)C